5-FLUORO-3-FORMYL-1H-INDOLE-2-CARBOXYLIC ACID FC=1C=C2C(=C(NC2=CC1)C(=O)O)C=O